COC1=CC2=C(NC(N2)=O)C=C1 5-methoxy-1,3-dihydrobenzimidazol-2-one